5-bromo-2-(tert-butyl)-4-chloro-2H-indazole BrC1=C(C2=CN(N=C2C=C1)C(C)(C)C)Cl